6-fluorobenzo[d][1,3]Dioxol-5-carbaldehyde FC=1C(=CC2=C(OCO2)C1)C=O